FC(C(=O)OCCC1=C(C=CC=C1Br)OC1=CC(=CC(=C1)C(F)(F)F)C#N)F [6-bromo-2-(3-cyano-5-trifluoromethylphenoxy)phenyl]ethyl difluoroacetate